(3S,5R)-3-methylpiperidine-3,5-diol C[C@]1(CNC[C@@H](C1)O)O